(R)-isopropyl 2-(2-(((1-(6-isobutyramido-9H-purin-9-yl)propan-2-yl)oxy)methyl)-2-oxido-1,3,2-dioxaphosphinan-5-yl)acetate C(C(C)C)(=O)NC1=C2N=CN(C2=NC=N1)C[C@@H](C)OCP1(OCC(CO1)CC(=O)OC(C)C)=O